N-[2-amino-5-(4-fluorophenyl)phenyl]-1,1-dioxo-2,3-dihydro-1,2-benzothiazole-5-carboxamide NC1=C(C=C(C=C1)C1=CC=C(C=C1)F)NC(=O)C=1C=CC2=C(CNS2(=O)=O)C1